1-(4-benzyloxyphenyl)ethane C(C1=CC=CC=C1)OC1=CC=C(C=C1)CC